2-(1-((R)-2-(((1R,4R)-4-hydroxycyclohexyl)oxy)-2-(2-isopropoxyphenyl)ethyl)-5-methyl-6-(oxazol-2-yl)-2,4-dioxo-1,2-dihydrothieno[2,3-d]pyrimidin-3(4H)-yl)-2-methylpropanoic acid OC1CCC(CC1)O[C@@H](CN1C(N(C(C2=C1SC(=C2C)C=2OC=CN2)=O)C(C(=O)O)(C)C)=O)C2=C(C=CC=C2)OC(C)C